N1,N6-bis(9,9-dimethyl-9H-fluoren-1-yl)-N1,N6-diphenylpyrene-1,6-diamine CC1(C2=CC=CC=C2C3=C1C(=CC=C3)N(C4=CC=CC=C4)C5=C6C=CC7=C8C6=C(C=CC8=C(C=C7)N(C9=CC=CC=C9)C1=CC=CC2=C1C(C1=CC=CC=C21)(C)C)C=C5)C